4-fluoro-1-methyl-2-(4-(methylsulfonyl)phenyl)-5-(1'-(oxetan-3-yl)-[1,4'-bipiperidin]-4-yl)-1H-benzo[d]imidazole FC1=C(C=CC=2N(C(=NC21)C2=CC=C(C=C2)S(=O)(=O)C)C)C2CCN(CC2)C2CCN(CC2)C2COC2